bis(3-tert-butyl-5-ethyl-2-hydroxy-benzene-1-yl)methane C(C)(C)(C)C=1C(=C(C=C(C1)CC)CC1=C(C(=CC(=C1)CC)C(C)(C)C)O)O